tert-butyl 3-(oxazolo[4,5-c]pyridin-2-yl)azetidine-1-carboxylate O1C(=NC=2C=NC=CC21)C2CN(C2)C(=O)OC(C)(C)C